B1(OC(=O)CN(CC(=O)O1)C)C#C ethyneboronic acid MIDA ester